2-cyano-N-(2,4-difluoro-3-(7-fluoro-3-(1H-imidazol-2-yl)-1H-indazol-6-yl)phenyl)-benzenesulfonamide C(#N)C1=C(C=CC=C1)S(=O)(=O)NC1=C(C(=C(C=C1)F)C1=CC=C2C(=NNC2=C1F)C=1NC=CN1)F